BrN1C(C2=CC=CC=C2C(=C1)I)=O Bromo-4-iodoisoquinolin-1(2H)-one